CCCCCCCCC=CCCCCCCCCCCCCCCCCCCCCCCC 9-Tritriacontene